C(C1=CC=CC=C1)OC1=C(C=C(C=N1)N1[C@@H](CCC1)CO)C(F)(F)F (S)-(1-(6-(Benzyloxy)-5-(trifluoromethyl)pyridin-3-yl)pyrrolidin-2-yl)methanol